8-chloro-N-(3-(5-cyclopropylpyrazin-2-yl)phenyl)-7-fluoro-N-(trifluoromethyl)-[1,2,4]triazolo[4,3-a]quinazolin-5-amine ClC1=C(C=C2C(=NC=3N(C2=C1)C=NN3)N(C(F)(F)F)C3=CC(=CC=C3)C3=NC=C(N=C3)C3CC3)F